N-Boc-4-(chloromethyl)thiazol-2-amine C(=O)(OC(C)(C)C)NC=1SC=C(N1)CCl